(9aR,10S)-10-((R)-(2,3-difluorophenyl)(phenyl)methyl)-3,5-dioxo-3,5,8,9,9a,10-hexahydro-7H-pyrrolo[1',2':4,5]pyrazino[1,2-b]pyridazin-4-yl dimethylcarbamate CN(C(OC1=C2N(N=CC1=O)[C@H]([C@@H]1N(C2=O)CCC1)[C@H](C1=CC=CC=C1)C1=C(C(=CC=C1)F)F)=O)C